Silver(I) iodide [Ag]I